1-nitro-3-(4-(trifluoromethyl)phenoxy)benzene [N+](=O)([O-])C1=CC(=CC=C1)OC1=CC=C(C=C1)C(F)(F)F